C(=O)(O)[C@@H]1[C@@H](C1)CC(N1N=CC(=C1)C1=CC=C(C=C1)C(=O)O)C1=[N+](C=C(C=C1)C1=C(C=CC(=C1)Cl)N1N=NN=C1)[O-] |o1:3,4| 2-(2-((1S*,2S*)-2-Carboxycyclopropyl)-1-(4-(4-Carboxyphenyl)-1H-pyrazol-1-yl)ethyl)-5-(5-chloro-2-(1H-tetrazol-1-yl)phenyl)pyridine 1-oxide